N=1C=NN2C1C=CC(=C2)OC2=C(C=C(C=C2)NC=2C1=C(N=CN2)SC2=C1CCN(C2)C(\C=C\CN(C)C)=O)Cl (E)-1-(4-((4-([1,2,4]Triazolo[1,5-a]pyridin-6-yloxy)-3-chlorophenyl)amino)-5,6-dihydropyrido[4',3':4,5]thieno[2,3-d]pyrimidin-7(8H)-yl)-4-(dimethylamino)but-2-en-1-one